4-((2r,4r)-4-(cyclobutylamino)-1-((5-methoxy-7-methyl-1H-indol-4-yl)methyl)piperidin-2-yl)benzoic acid C1(CCC1)N[C@H]1C[C@@H](N(CC1)CC1=C2C=CNC2=C(C=C1OC)C)C1=CC=C(C(=O)O)C=C1